C(C)(=O)NC1=C(C(=O)NC=2SC(=CC2)C2=CC=CC=C2)C=CC=C1 2-acetamido-N-(5-phenylthiophen-2-yl)benzamide